2-Amino-5-cyanonicotinic acid methyl ester COC(C1=C(N=CC(=C1)C#N)N)=O